C(#N)C12CC(C1)(C2)NC(C(N2CC([C@@H]([C@]21CC(CC1)(F)F)O)(F)F)=O)=O N-(3-cyanobicyclo[1.1.1]pentan-1-yl)-2-oxo-2-((4R,5S)-3,3,7,7-tetrafluoro-4-hydroxy-1-azaspiro[4.4]nonan-1-yl)acetamide